(3S,5S,8R,9S,10S,13S,14S)-10,13-dimethyl-17-oxohexadecahydro-1H-cyclopenta[a]phenanthren-3-yl 4-bromothiophene-2-carboxylate BrC=1C=C(SC1)C(=O)O[C@H]1CC[C@@]2([C@H]3CC[C@@]4(C(CC[C@H]4[C@@H]3CC[C@H]2C1)=O)C)C